N-(2-Amino-3-fluoro-4-((4-hydroxybenzyl)amino)phenyl)pent-4-ynamid NC1=C(C=CC(=C1F)NCC1=CC=C(C=C1)O)NC(CCC#C)=O